(1S,3R,4S)-N-[(1S)-1-cyano-2-[(3S)-2-oxo-3-piperidyl]ethyl]-5,5-difluoro-2-[(2S)-4-methyl-2-[(2,2,2-trifluoroacetyl)amino]pentanoyl]-2-azabicyclo[2.2.2]octane-3-carboxamide C(#N)[C@H](C[C@H]1C(NCCC1)=O)NC(=O)[C@@H]1N([C@@H]2CC([C@H]1CC2)(F)F)C([C@H](CC(C)C)NC(C(F)(F)F)=O)=O